[N+](=O)([O-])NC1=NNC(=N1)N[N+](=O)[O-] 3,5-dinitroamino-1,2,4-triazole